2-aminopropan-3-ol NC(C)CO